(2S)-2-N-fluorenylmethoxycarbonylamino-5,5-dimethyl-norleucine C1(=CC=CC=2C3=CC=CC=C3CC12)COC(=O)NN[C@@H](CCC(C)(C)C)C(=O)O